3-tert-Butyldimethylsilyloxy-ergosta-5,7,22-triene [Si](C)(C)(C(C)(C)C)OC1CC2=CC=C3[C@@H]4CC[C@H]([C@@H](C=C[C@@H](C(C)C)C)C)[C@]4(CC[C@@H]3[C@]2(CC1)C)C